bisethylhexyloxyphenyl-methoxyphenyl-triazine C(C)C1=C(C(=C(C=C1)C1=NN=NC(=C1OC)C1=CC=CC=C1)OCCCCCC)CC